(1s,4s)-4-(6-(Azetidin-1-yl)-5-methyl-2-oxo-1,2-dihydroquinazolin-3(4H)-yl)-N-(3-methoxy-4-methylphenyl)cyclohexanecarboxamide N1(CCC1)C=1C(=C2CN(C(NC2=CC1)=O)C1CCC(CC1)C(=O)NC1=CC(=C(C=C1)C)OC)C